FC(C=1C(=C2CCN(CC2=C(C1)O)C(=O)OC(C)(C)C)F)F Tert-butyl 6-(difluoromethyl)-5-fluoro-8-hydroxy-3,4-dihydroisoquinoline-2(1H)-carboxylate